(2R,3S,5R)-5-(2-amino-6-thioxo-1,6-dihydro-9H-purin-9-yl)-2-(hydroxymethyl)tetrahydrofuran-3-yl-L-valine NC=1NC(C=2N=CN(C2N1)[C@H]1C[C@@H](C(O1)CO)N[C@H](C(C)C)C(=O)O)=S